C(CCCCCC\C=C\CCC)O E-8-dodecen-1-ol